tert-butyl (S)-5-amino-4-(5-(5-chloropyrazolo[1,5-a]pyrimidin-3-yl)-1-oxoisoindolin-2-yl)-5-oxopentanoate NC([C@H](CCC(=O)OC(C)(C)C)N1C(C2=CC=C(C=C2C1)C=1C=NN2C1N=C(C=C2)Cl)=O)=O